5-methyl-2-oxo-8-(2-oxa-6-azaspiro[3.3]heptan-6-yl)-1,2-dihydroquinazolin CC1=C2C=NC(NC2=C(C=C1)N1CC2(COC2)C1)=O